C(C1=CC=CC=C1)N1[C@@H]2CCC[C@H]1CC2 (1R,3s,5S)-8-benzyl-8-azabicyclo[3.2.1]octan